FC1=CNC2=CC=CC=C12 3-fluoro-1H-indol